N-[2-(2-chlorophenyl)-5-(2,6-difluoro-4-methoxyphenyl)-1-methyl-3-oxo-2,3-dihydro-1H-pyrazol-4-yl]-4-(difluoromethoxy)benzamide ClC1=C(C=CC=C1)N1N(C(=C(C1=O)NC(C1=CC=C(C=C1)OC(F)F)=O)C1=C(C=C(C=C1F)OC)F)C